6-((benzyloxy)methoxy)-2-(4-methoxyphenyl)-3-(5-methylthiazol-4-yl)-1H-inden-1-one C(C1=CC=CC=C1)OCOC1=CC=C2C(=C(C(C2=C1)=O)C1=CC=C(C=C1)OC)C=1N=CSC1C